(2,3-epoxypropyl)ethyl-bis(2-hydroxyethyl)ammonium chloride [Cl-].C(C1CO1)[N+](CCO)(CCO)CC